tert-butyl (4-methoxybenzyl)(2-oxoethyl)carbamate COC1=CC=C(CN(C(OC(C)(C)C)=O)CC=O)C=C1